4,6-bis(2,4-dimethylphenyl)benzene CC1=C(C=CC(=C1)C)C1=CC=CC(=C1)C1=C(C=C(C=C1)C)C